N-(3-(5-cyano-3-ethoxyquinoxalin-6-ylamino)-4-fluorophenyl)benzenesulfonamide C(#N)C1=C2N=C(C=NC2=CC=C1NC=1C=C(C=CC1F)NS(=O)(=O)C1=CC=CC=C1)OCC